N1C(=NC=C1C(=O)O)C(=O)O 1H-imidazole-2,5-dicarboxylic acid